COC1=CC(=NN1C1=CC=C(C(=O)O)C=C1)C(F)(F)F 4-[5-methoxy-3-(trifluoromethyl)pyrazol-1-yl]benzoic acid